4-(2'-(4,5-Dimethyl-1H-imidazol-2-yl)-3,4'-bipyridine-5-carbonyl)piperazine-1-carboxamide CC=1N=C(NC1C)C1=NC=CC(=C1)C=1C=NC=C(C1)C(=O)N1CCN(CC1)C(=O)N